CC1CN(CC(N1)C)C1=CC(=C2C(N(C(C2=C1)=O)C1C(NC(CC1)=O)=O)=O)F 6-(3,5-dimethylpiperazin-1-yl)-2-(2,6-dioxopiperidin-3-yl)-4-fluoroisoindoline-1,3-dione